tert-Butyl (2S)-2-{[(3S,4E)-6-(2,3-dihydro-1H-indol-1-yl)-6-oxohex-4-en-3-yl]-carbamoyl}-1,4-oxazepane-4-carboxylate N1(CCC2=CC=CC=C12)C(/C=C/[C@H](CC)NC(=O)[C@H]1OCCCN(C1)C(=O)OC(C)(C)C)=O